2-(bis(4-methoxyphenyl)phosphoryl)-1,2-diphenylethan-1-one COC1=CC=C(C=C1)P(=O)(C1=CC=C(C=C1)OC)C(C(=O)C1=CC=CC=C1)C1=CC=CC=C1